CC(CCC)S(=O)(=O)O 1-methyl-1-butanesulfonic acid